fluoro-5-(trifluoromethyl)aniline FNC1=CC=CC(=C1)C(F)(F)F